BrC1=CC=C2CNCCC3C2=C1CCC3 8-bromo-1,2,3,4,4a,5,6,7-octahydronaphtho[1,8-cd]azepine